tert-butyl 4-[1-(5-bromo-3-fluoro-2-pyridyl)-4-piperidyl]piperazine-1-carboxylate BrC=1C=C(C(=NC1)N1CCC(CC1)N1CCN(CC1)C(=O)OC(C)(C)C)F